CC1(OC=2C=C(C(=C(C2C2C1CCC(=C2)C)O)C2=NC=CC=C2)CCCCC)C 6,6,9-trimethyl-3-pentyl-2-(pyridin-2-yl)-6a,7,8,10a-tetrahydro-6H-benzo[c]chromen-1-ol